CC=1NN(C(C1)=O)C1=CC=C(C=C1)S(=O)(=O)O 3-methyl-1-(4-sulfophenyl)-pyrazol-5-one